CN1C(NC(C=2N(C(=NC12)S(=O)(=O)C)C)=O)=O 3,7-dimethyl-8-(methylsulfonyl)-1H-purine-2,6(3H,7H)-dione